(3-Cyano-6-thiophen-2-yl-4-thiophen-3-yl-pyridin-2-yloxy)-phenyl-acetic acid C(#N)C=1C(=NC(=CC1C1=CSC=C1)C=1SC=CC1)OC(C(=O)O)C1=CC=CC=C1